perfluoro-1-octadecanesulfonate sodium [Na+].FC(C(C(C(C(C(C(C(C(C(C(C(C(C(C(C(C(C(F)(F)F)(F)F)(F)F)(F)F)(F)F)(F)F)(F)F)(F)F)(F)F)(F)F)(F)F)(F)F)(F)F)(F)F)(F)F)(F)F)(F)F)(S(=O)(=O)[O-])F